C(CCCCCCCCCCCCC)(=O)OCC(CCCCOC(CCCCCCCCCCCCC)=O)OC(CCCCCCCCCCCCC)=O 1,2,6-hexanetriol trimyristate